F[C@H]1[C@H]([C@H](NC1=O)COC1=NC=CC2=CC(=C(C=C12)OC)C(=O)N)CF 1-{[(2s,3r,4s)-4-fluoro-3-(fluoromethyl)-5-oxopyrrolidin-2-yl]methoxy}-7-methoxyisoquinoline-6-carboxamide